5-(1-methylpiperidin-4-yl)-1,3-thiazole-4-carboxylic acid ethyl ester C(C)OC(=O)C=1N=CSC1C1CCN(CC1)C